ClC=1C=C(C=CC1F)C(C=O)CN(C)C 2-(3-chloro-4-fluorophenyl)-3-(dimethylamino)propan-1-one